NC1=NC=CC=C1C1=NC2=C(N1C1=CC=C(C=C1)NC(=O)C1CCC(CC1)C(=O)O)C=C(C=C2)C2CCOCC2 (1r,4r)-4-((4-(2-(2-aminopyridin-3-yl)-6-(tetrahydro-2H-pyran-4-yl)-1H-benzo[d]imidazol-1-yl)phenyl)carbamoyl)cyclohexane-1-carboxylic acid